methyl 2-(3-fluorophenyl)-2-methylpropionate FC=1C=C(C=CC1)C(C(=O)OC)(C)C